N1=C(C=CC=C1)C1=CC=C(C=C1NC1=CC=C(C=C1)C(F)(F)F)N 6-(pyridin-2-yl)-N1-(4-(trifluoromethyl)phenyl)benzene-1,3-diamine